dithioformic acid ammonium [NH4+].C(=S)S